trans-1-(4-chloro-3-((4-((S)-3-(3,5-difluorophenyl)isoxazolidine-2-carbonyl)cyclohexyl)methoxy)phenyl)pyrrolidin-2-one ClC1=C(C=C(C=C1)N1C(CCC1)=O)OC[C@@H]1CC[C@H](CC1)C(=O)N1OCC[C@H]1C1=CC(=CC(=C1)F)F